dibenzylidene(2,7-di-t-butylfluorenyl)zirconium dichloride [Cl-].[Cl-].C(C1=CC=CC=C1)=[Zr+2](C1=C(C=CC=2C3=CC=C(C=C3CC12)C(C)(C)C)C(C)(C)C)=CC1=CC=CC=C1